Benzyl 3-chloro-6-(2-chloro-4-(trifluoromethyl) phenyl)picolinate ClC=1C(=NC(=CC1)C1=C(C=C(C=C1)C(F)(F)F)Cl)C(=O)OCC1=CC=CC=C1